BrCC1C(N(C(N1CCOCC(=O)[O-])=O)C)=O 2-(2-(5-(bromomethyl)-3-methyl-2,4-dioxoimidazolin-1-yl)ethoxy)acetate